3-[[(7R)-1-[3-[(1S)-1-(2,2-difluoro-1,3-benzodioxol-5-yl)ethoxy]-4-fluoro-phenyl]-3-(trifluoromethyl)-4,5,6,7-tetrahydroindazol-7-yl]oxy]bicyclo[1.1.1]pentane-1-carboxylic acid FC1(OC2=C(O1)C=CC(=C2)[C@H](C)OC=2C=C(C=CC2F)N2N=C(C=1CCC[C@H](C21)OC21CC(C2)(C1)C(=O)O)C(F)(F)F)F